3-aminocyclobutan-1-ol NC1CC(C1)O